4-bromo-3-[5-(2,2-difluoroethylamino)-2-methylpyrazol-3-yl]Oxybenzonitrile BrC1=C(C=C(C#N)C=C1)OC=1N(N=C(C1)NCC(F)F)C